3-(4-(tert-butyl)phenyl)isothiazol-amine C(C)(C)(C)C1=CC=C(C=C1)C1(NSC=C1)N